COC=1C=C(C=CC1)NC(=O)C1=CC2=C(NC(=N2)C2=CC=C(C=C2)N)C=C1 2-(4-Amino-phenyl)-1H-benzoimidazole-5-carboxylic acid (3-methoxyphenyl)-amide